C1(CC1)C=1NC(=NN1)C1CC2(CN(C2)C(=O)N2CC3(C2)CCN(CC3)CC3=NC=C(C=C3)C(F)(F)F)C1 [6-(5-cyclopropyl-4H-1,2,4-triazol-3-yl)-2-azaspiro[3.3]heptan-2-yl]-[7-[[5-(trifluoromethyl)-2-pyridyl]methyl]-2,7-diazaspiro[3.5]nonan-2-yl]methanone